tert-butyl 7-(2-((4-cyano-3-fluorobenzyl)(4-cyanophenyl)amino)ethyl)-6,8-dioxa-2-azaspiro[3.5]nonane-2-carboxylate C(#N)C1=C(C=C(CN(CCC2OCC3(CN(C3)C(=O)OC(C)(C)C)CO2)C2=CC=C(C=C2)C#N)C=C1)F